tert-butyl 4-(3-amino-4-cyano-pyrazol-1-yl)piperidine-1-carboxylate NC1=NN(C=C1C#N)C1CCN(CC1)C(=O)OC(C)(C)C